FC1(CC12CCCCC2)F 1,1-difluorospiro[2.5]octane